4-[3-(4-Chlorophenyl)-5-[4-(4-chlorophenyl)-2-oxo-1H-pyridin-3-yl]-3,4-dihydropyrazol-2-yl]-3,3-difluoro-4-oxo-butanoic acid ClC1=CC=C(C=C1)C1N(N=C(C1)C=1C(NC=CC1C1=CC=C(C=C1)Cl)=O)C(C(CC(=O)O)(F)F)=O